4-((((6-(3-bromo-2-chlorophenyl)-2-methoxypyridin-3-yl)methyl)amino)methyl)bicyclo[2.2.1]heptane-1-carboxylic acid methyl ester COC(=O)C12CCC(CC1)(C2)CNCC=2C(=NC(=CC2)C2=C(C(=CC=C2)Br)Cl)OC